BrC1=C(C=C(C=C1)S(=O)(=O)NC1CC(C1)=O)C 4-bromo-3-methyl-N-(3-oxocyclobutyl)benzenesulfonamide